tert-butyl 4-(4-((4-([1,2,4]triazolo[1,5-a]pyridin-7-ylmethyl)-3-methylphenyl)amino)quinazolin-6-yl)piperazine-1-carboxylate N=1C=NN2C1C=C(C=C2)CC2=C(C=C(C=C2)NC2=NC=NC1=CC=C(C=C21)N2CCN(CC2)C(=O)OC(C)(C)C)C